2-(N-ethyl-N-phenylamino)ethanol C(C)N(C1=CC=CC=C1)CCO